(2s,4s)-2-(((((cis)-4-carbamoylcyclohexyl)amino)methyl)-5-chloro-2-phenyl-2,3-dihydrobenzofuran-4-yl)-3-fluorobenzamide C(N)(=O)[C@H]1CC[C@H](CC1)NC[C@@]1(OC2=C(C1)C(=C(C=C2)Cl)C2=C(C(=O)N)C=CC=C2F)C2=CC=CC=C2